2-[7-bromo-3-(ethylsulfonyl)imidazo[1,2-a]pyridin-2-yl]-3,5-dimethyl-6-(trifluoromethyl)-3,5-dihydro-4H-imidazo[4,5-c]pyridin-4-one BrC1=CC=2N(C=C1)C(=C(N2)C2=NC1=C(C(N(C(=C1)C(F)(F)F)C)=O)N2C)S(=O)(=O)CC